C(#N)C=1C=NN2C1C(=CC(=C2)C=2C=NN(C2)CC(=O)N(C)CCO)SC2=C(C=CC=C2)C#N 2-(4-(3-cyano-4-((2-cyanophenyl)thio)pyrazolo[1,5-a]pyridin-6-yl)-1H-pyrazol-1-yl)-N-(2-hydroxyethyl)-N-methylacetamide